COC1=C2C(NC(=NC2=CC(=C1)OC)C1=CC(=C(OCCNC(C)=O)C(=C1)C)C)=O N-{2-[4-(5,7-dimethoxy-4-oxo-3,4-dihydroquinazolin-2-yl)-2,6-dimethylphenoxy]ethyl}acetamide